(S)-4-(2-acryloyl-2,6-diazaspiro[3.4]octan-6-yl)-6-(1-(2-hydroxyethyl)-1H-pyrazol-4-yl)-2-((1-methylpyrrolidin-2-yl)methoxy)pyrimidine-5-carbonitrile C(C=C)(=O)N1CC2(C1)CN(CC2)C2=NC(=NC(=C2C#N)C=2C=NN(C2)CCO)OC[C@H]2N(CCC2)C